(6-((5-Chloro-2-((4-(7-(dimethylamino)-2-azaspiro[3.5]nonan-2-yl)-2-methoxy-5-methylphenyl)amino)pyrimidin-4-yl)amino)-2,3-dimethylphenyl)dimethylphosphine oxide ClC=1C(=NC(=NC1)NC1=C(C=C(C(=C1)C)N1CC2(C1)CCC(CC2)N(C)C)OC)NC2=CC=C(C(=C2P(C)(C)=O)C)C